Thieno[2,3-c]Carbazole C1=CSC=2C=CC=3NC=4C=CC=CC4C3C21